C1(=CC=CC=C1)C(=C)C1=C(N)C=CC(=C1)Br 2-(1-phenylethenyl)-4-bromoaniline